NC=1C(N(C2=C(N1)SC(=C2)C(=O)O)C2=CC1=C(OCCN1C1=CC=CC=C1)C=C2)=O 3-amino-2-oxo-1-(4-phenyl-3,4-dihydro-2H-benzo[b][1,4]oxazin-6-yl)-1,2-dihydrothieno[2,3-b]pyrazine-6-carboxylic acid